N1C2C(CC1)CNC2=O hexahydropyrrolo[3,4-b]pyrrole-6(1H)-one